oxalic acid-1,2-13C [13C]([13C](=O)O)(=O)O